ClC1=C2C(=C(N=N1)C1=CC=CC=C1)N=CC=N2 5-chloro-8-phenylpyrazino[2,3-D]pyridazine